2-(2,6-dioxopiperidine-3-yl)-5-(2,7-diazaspiro[3.5]non-2-yl)isoindoline-1,3-dione O=C1NC(CCC1N1C(C2=CC=C(C=C2C1=O)N1CC2(C1)CCNCC2)=O)=O